ClC1=C(CN(CCCOC=2C=C(C=CC2)CC(=O)O)CC(C2=CC=CC=C2)C2=CC=CC=C2)C=CC=C1C(F)(F)F (3-{3-[[2-chloro-3-(trifluoromethyl)benzyl](2,2-diphenylethyl)amino]propoxy}phenyl)acetic acid